(2R,3R,4R,5S)-5-((4-(2-(2-(2-aminoethoxy)ethoxy)ethoxy)pyrimidin-2-yl)amino)-2-(hydroxymethyl)tetrahydro-2H-pyran-3,4-diol NCCOCCOCCOC1=NC(=NC=C1)N[C@@H]1[C@H]([C@H]([C@H](OC1)CO)O)O